(3R)-3-((((3'-chloro-4'-fluoro-[1,1'-biphenyl]-2-yl)carbamoyl)oxy)methyl)-1-(2-ethoxy-2-oxoethyl)-1-methylpyrrolidin-1-ium bromide [Br-].ClC=1C=C(C=CC1F)C1=C(C=CC=C1)NC(=O)OC[C@H]1C[N+](CC1)(C)CC(=O)OCC